bromo-2-pyridinecarboxaldehyde BrC=1C(=NC=CC1)C=O